lithium iron hydroxy phosphate P(=O)(OO)([O-])[O-].[Fe+2].[Li+]